NC1=C(C(=NN1C1CC1)C1=CC=C(C=C1)CC(=O)NC1=C(C=CC(=C1)Cl)F)C#N 2-(4-(5-amino-4-cyano-1-cyclopropyl-1H-pyrazol-3-yl)phenyl)-N-(5-chloro-2-fluorophenyl)acetamide